C(C)(C)(C)OC(=O)N1C(C(NCC1)=O)C1=CC(=CC=C1)C=1C(=C2C(=NC1)NC=C2)Cl (3-(4-chloro-1H-pyrrolo[2,3-b]pyridin-5-yl)phenyl)-3-oxopiperazine-1-carboxylic acid tert-butyl ester